2-methylpropan-1-en-1-yl-magnesium bromide CC(=C[Mg]Br)C